succinimido-caproyl-valine C1(CCC(N1N([C@@H](C(C)C)C(=O)O)C(CCCCC)=O)=O)=O